N1(CCCCC1)C1=CC=C(C=C1)C1=CC=C(C=C1)N1CCCCC1 4,4'-di(1-piperidyl)biphenyl